C(C1=C(C(=C(C(=C1)C)O)CC1=C(C=CC(=C1)C)O)C)C1=C(C(=C(C(=C1)C)O)CC1=C(C=CC(=C1)C)O)C 4,4'-methylenebis(2-(2-hydroxy-5-methylbenzyl)-3,6-dimethylphenol)